(2,2-difluoroethyl)(3,3,3-trifluoropropyl) sulfate S(=O)(=O)(OC(CC(F)(F)F)CC(F)F)[O-]